N-(4-(5-(furan-2-yl)-1,3,4-oxadiazol-2-yl)pyridin-2-yl)-2-methoxy-5-(trifluoromethoxy)benzamide O1C(=CC=C1)C1=NN=C(O1)C1=CC(=NC=C1)NC(C1=C(C=CC(=C1)OC(F)(F)F)OC)=O